C(C)OC=1C(=NC=NC1)N 5-ethoxypyrimidin-4-amine